COC(C1=CC(=NC=C1N1CC(CCC1)(C=1C=NN(C1)C)NC(=O)OC)C1=CC(=C(C=C1)F)F)=O 2-(3,4-difluorophenyl)-5-(3-((methoxycarbonyl)amino)-3-(1-methyl-1H-pyrazol-4-yl)piperidin-1-yl)isonicotinic acid methyl ester